5-amino-N-[5-[3-(2,2-difluoro-3,3-dimethylbutoxy)-4-fluorophenyl]-4-(2-propan-2-ylphenyl)-1,3-thiazol-2-yl]-2-fluorobenzenesulfonamide NC=1C=CC(=C(C1)S(=O)(=O)NC=1SC(=C(N1)C1=C(C=CC=C1)C(C)C)C1=CC(=C(C=C1)F)OCC(C(C)(C)C)(F)F)F